sulfur carbon methanol CO.[C].[S]